C(C)(C)(C)C=1C=C(C=C(C1O)C(C)(C)C)CCC(=O)O 3,5-di-tert-butyl-4-hydroxybenzenepropionic acid